lithium bis(trifluoromethanesulfonyl)nitrogen FC(S(=O)(=O)[N]S(=O)(=O)C(F)(F)F)(F)F.[Li]